OB1OC(C2=C1C=CC(=C2)NC2=NC=C(C(=N2)N[C@@H]2COCC[C@H]2C#N)C)C (trans)-3-[[2-[(1-hydroxy-3-methyl-3H-2,1-benzoxaborol-5-yl)amino]-5-methyl-pyrimidin-4-yl]amino]tetrahydropyran-4-carbonitrile